4-(((6-chloropyridin-3-yl)methyl)(2-fluorophenyl)amino)furan-2(5H)-one ClC1=CC=C(C=N1)CN(C1=CC(OC1)=O)C1=C(C=CC=C1)F